8-(4-chloro-2-fluorophenyl)-6-[(2S,4R)-2-(2-methoxypyridin-4-yl)oxan-4-yl]-3-methyl-2-(trifluoromethyl)pyrimido[5,4-d]pyrimidin-4-one ClC1=CC(=C(C=C1)C1=NC(=NC2=C1N=C(N(C2=O)C)C(F)(F)F)[C@H]2C[C@H](OCC2)C2=CC(=NC=C2)OC)F